(S)-2-amino-3-pyridine-propionic acid dihydrochloride Cl.Cl.NC1=NC=CC=C1CCC(=O)O